2-isopropyl-5,5-dimethyl-N-((R)-2-phenylpropyl)cyclohexanecarboxamide C(C)(C)C1C(CC(CC1)(C)C)C(=O)NC[C@H](C)C1=CC=CC=C1